2-propynyl-n-hexyl carbamate C(N)(OCC(CCCC)C#CC)=O